C(C1=CC=CC=C1)OCCCCCCN1N=NC2=C1C=CC(=C2C)Br 1-[6-(benzyloxy)hexyl]-5-bromo-4-methyl-1H-benzotriazole